ClC=1C(=CC(=NC1)OC)C(C(=O)N1C[C@]2(CC1)NC1=NC(=C(C=C1CC2)C2=NC=CC=N2)C)C 2-(5-chloro-2-methoxypyridin-4-yl)-1-[(2S)-7-methyl-6-(pyrimidin-2-yl)-3,4-dihydro-1H-spiro[1,8-naphthyridine-2,3'-pyrrolidin]-1'-yl]propan-1-one